C(C)O[Si](CCCNC(C(=O)OCC)CC(=O)OCC)(OCC)OCC diethyl N-(3-triethoxysilylpropyl)aminosuccinate